FC=1C(=NC(=NC1)N(CC1=CC=C(C=C1)OCC(C)C)CC1=CC=C(C=C1)F)C1CNCC1 5-fluoro-N-(4-fluorobenzyl)-N-(4-isobutoxybenzyl)-4-(pyrrolidin-3-yl)pyrimidin-2-amine